(S)-2-(tert-butoxycarbonylamino)-2-(tetrahydro-2H-pyran-4-yl)acetic acid C(C)(C)(C)OC(=O)N[C@H](C(=O)O)C1CCOCC1